FC1=C(C(=CC=2N(C(=NC21)C)CC(F)(F)F)F)I 4,6-difluoro-5-iodo-2-methyl-1-(2,2,2-trifluoroethyl)-1,3-benzodiazole